3-cyclobutyl-2-(2,2,2-trifluoroacetylamino)propionamide C1(CCC1)CC(C(=O)N)NC(C(F)(F)F)=O